N1C=C(C2=CC=CC=C12)CCNC=1C2=C(N=C(N1)C=1C=NC=C(C1)F)CNCC2 N-(2-(1H-Indol-3-yl)ethyl)-2-(5-fluoropyridin-3-yl)-5,6,7,8-tetrahydropyrido[3,4-d]pyrimidin-4-amin